tert-butyl (R)-3-((7-((R)-1-(benzoyloxy)ethyl)-5-(isopropylamino)-2,6-naphthyridin-3-yl)carbamoyl)piperidine-1-carboxylate C(C1=CC=CC=C1)(=O)O[C@H](C)C1=NC(=C2C=C(N=CC2=C1)NC(=O)[C@H]1CN(CCC1)C(=O)OC(C)(C)C)NC(C)C